C(C)(C)(C)OC(=O)N1CC2=C(C=CC=C2CC1)NS(=O)(=O)C1=NC=CC=C1C 8-[(3-methyl-2-pyridinyl)sulfonylamino]-3,4-dihydro-1H-isoquinoline-2-carboxylic acid tert-butyl ester